C(=O)(OC)OOC(=O)OC Dimethyl peroxydicarbonate